O1CCN(CC1)C=1C2=C(N=C(N1)N/N=C/C=1C=C(C=CC1)C)SC(=C2)C(=O)N 4-morpholino-2-[(2E)-2-(m-tolylmethylene)hydrazino]thieno[2,3-d]pyrimidine-6-carboxamide